C(C1=CC=CC=C1)[C@]1(N(CCN(C1)C=1C2=C(N=C(N1)S(=O)C)CN(CC2)C2=CC=CC1=CC=CC=C21)C(=O)O)CC#N.N[C@@H](CC2=CC=CC=C2)C(=O)N[C@@H](CC2=CNC1=CC=CC=C21)C(=O)O Phenylalanyl-tryptophan benzyl-(2S)-2-(cyanomethyl)-4-[2-methylsulfinyl-7-(1-naphthyl)-6,8-dihydro-5H-pyrido[3,4-d]pyrimidin-4-yl]piperazine-1-carboxylate